O=C1NC(CCC1N1C(C2=CC=C(C=C2C1=O)N1CCC(CC1)CN1C(CC2=CC(=CC=C12)NC1=NC=C(C(=C1)NC1=C(C(=O)NC)C=CC=C1)C(F)(F)F)=O)=O)=O 2-((2-((1-((1-(2-(2,6-dioxopiperidin-3-yl)-1,3-dioxoisoindolin-5-yl)piperidin-4-yl)methyl)-2-oxoindolin-5-yl)amino)-5-(trifluoromethyl)pyridin-4-yl)amino)-N-methyl-benzamide